N1N=C(C=C1)C=1C=CC=2N(C1)C=C(N2)NC(=O)C2C(C2)F N-(6-(1H-pyrazol-3-yl)imidazo[1,2-a]pyridin-2-yl)-2-fluorocyclopropane-1-carboxamide